COC1=CC=C(C=C1)C1C(N(CCO1)C(=O)NCC(F)(F)F)(C)C (4-methoxyphenyl)-3,3-dimethyl-N-(2,2,2-trifluoroethyl)morpholine-4-carboxamide